P(=O)(OC)(OOC(CC)CCC)OCCC methyl (3-hexyloxy) propyl phosphate